8-(5-Fluoro-3-methyl-1H-indol-7-yl)-1,4,4-trimethyl-9-(trifluoro-methyl)-5H-[1,2,4]triazolo[4,3-a]quinoxaline FC=1C=C2C(=CNC2=C(C1)C1=CC=C2NC(C=3N(C2=C1C(F)(F)F)C(=NN3)C)(C)C)C